CC1(OB(OC1(C)C)C=1C=NN(C1)[C@@H]1CN(CC1)C(=O)OC(C)(C)C)C (S)-tert-butyl 3-(4-(4,4,5,5-tetramethyl-1,3,2-dioxaborolan-2-yl)-1H-pyrazol-1-yl)pyrrolidine-1-carboxylate